ClC1=C(C=C(C=C1)F)[C@]1(NC(C2=C3C(=CC(=C12)NC(C1=CC(=CC(=C1)C(F)(F)F)F)=O)OC(C(N3)=O)([2H])[2H])=O)[2H] (S)-N-(7-(2-chloro-5-fluorophenyl)-2,9-dioxo-1,2,3,7,8,9-hexahydro-[1,4]oxazino[3,2-e]isoindol-6-yl-3,3,7-d3)-3-fluoro-5-(trifluoromethyl)benzamide